4-ethyl-6-iodothiophenol C(C)C1=CC=C(C(=C1)I)S